C(=C)CCCCO 4-(vinyl)butanol